ClC=1N=CN(C(C1)=O)CC1=C(C=C2[C@](NC(NC2=C1)=O)(C(F)(F)F)C#CC1CC1)F (S)-7-((4-chloro-6-oxopyrimidin-1(6H)-yl)methyl)-4-(cyclopropylethynyl)-6-fluoro-4-(trifluoromethyl)-3,4-dihydroquinazolin-2(1H)-one